3-BUTOXY-5-METHYLPHENYLBORONIC ACID C(CCC)OC=1C=C(C=C(C1)C)B(O)O